rel-(1S,2R,6S)-6-isopropyl-2,4-dimethylcyclohex-3-en-1-ol C(C)(C)[C@@H]1CC(=C[C@H]([C@@H]1O)C)C |o1:3,7,8|